BrCCCCCCOC(CCCCC(OC\C=C\CCCC)OC\C=C\CCCC)=O 6,6-bis(((E)-hept-2-en-1-yl)oxy)hexanoic acid 6-bromohexyl ester